C(C)(=O)C1(C(C=2C(=NC(=CC2)OC=2C=C3C(C(C(C3=CC2)=O)C(C)=O)=O)C1=O)=O)C(C)=O 6,6-diacetyl-2-[(2-acetyl-1,3-dioxo-2,3-dihydro-1H-inden-5-yl)oxy]-5H,6H,7H-cyclopenta[b]pyridine-5,7-dione